ClC1=NC(=C2N=C(N(C2=N1)CC)C(C)=O)N1CCC(CC1)O 1-(2-chloro-9-ethyl-6-(4-hydroxypiperidin-1-yl)-9H-purin-8-yl)ethan-1-one